tert-Butyl 2-(3-(4-(4-(4,4,5,5-tetramethyl-1,3,2-dioxaborolan-2-yl)phenyl)piperazin-1-yl)propoxy)acetate CC1(OB(OC1(C)C)C1=CC=C(C=C1)N1CCN(CC1)CCCOCC(=O)OC(C)(C)C)C